(S)-3-(5-(difluoromethyl)-1,3,4-thiadiazol-2-yl)-8-(4-isobutyryl-2-methylpiperazin-1-yl)-N-(1-methylcyclopropyl)imidazo[1,5-a]pyridine-6-sulfonamide FC(C1=NN=C(S1)C1=NC=C2N1C=C(C=C2N2[C@H](CN(CC2)C(C(C)C)=O)C)S(=O)(=O)NC2(CC2)C)F